1-butyl-3-methylimidazolium tetrachlorogallate Cl[Ga-](Cl)(Cl)Cl.C(CCC)N1C=[N+](C=C1)C